FC=1C=C(CN2C[C@H](N(CC2)C(=O)OC=2C=NC=C(C2)N)C)C=C(C1)C(F)(F)F 5-Aminopyridin-3-yl (R)-4-(3-fluoro-5-(trifluoromethyl)benzyl)-2-methylpiperazine-1-carboxylate